ClC=1C=C(C=C(C1)OC)C1=CC(=NN1)C(=O)OC Methyl 5-(3-chloro-5-methoxyphenyl)-1H-pyrazole-3-carboxylate